N-[2-Diethylamino-6-(2,4,6-trimethyl-benzylamino)-pyridin-3-yl]-2-(3,5-difluoro-phenyl)-acetamide C(C)N(C1=NC(=CC=C1NC(CC1=CC(=CC(=C1)F)F)=O)NCC1=C(C=C(C=C1C)C)C)CC